Cl.COC1=CC2=C(C=C(S2)C2=CN(C=3N=CN=C(C32)N)C3CNC3)C=C1 5-(6-methoxybenzothiophen-2-yl)-7-(azetidin-3-yl)-7H-pyrrolo[2,3-d]pyrimidin-4-amine hydrochloride